C1(CC1)C1=C(C=2C(=CN=CC2)N1C)C(=O)C=1C=C(C(=C(C#N)C1)O)F 5-(2-cyclopropyl-1-methyl-1H-pyrrolo[2,3-c]pyridine-3-carbonyl)-3-fluoro-2-hydroxybenzonitrile